(S)-2-(2,6-dichloro-4-(5-methylthiophen-2-yl)benzamido)-3-(2-(3-guanidinobenzamido)acetamido)propanoic acid ClC1=C(C(=O)N[C@H](C(=O)O)CNC(CNC(C2=CC(=CC=C2)NC(=N)N)=O)=O)C(=CC(=C1)C=1SC(=CC1)C)Cl